3-(2-(1-(trans-3-(aminomethyl)cyclobutyl)-3-cyclopropyl-1H-pyrazol-4-yl)pyridin-3-yl)azetidine-1-carboxylic acid tert-butyl ester C(C)(C)(C)OC(=O)N1CC(C1)C=1C(=NC=CC1)C=1C(=NN(C1)[C@@H]1C[C@H](C1)CN)C1CC1